N-(((3R,5R,7R)-adamantan-1-yl)methyl)-2-(1-(benzo[4,5]imidazo[1,2-a]pyridin-3-yl)piperidin-4-yl)acetamide C12(CC3CC(CC(C1)C3)C2)CNC(CC2CCN(CC2)C2=CC=3N(C=C2)C2=C(N3)C=CC=C2)=O